C(C)C=1N=C2N(C=CC=N2)C1C(=O)C=1C(=C(C#N)C=CC1)OC (2-ethylimidazo[1,2-a]pyrimidine-3-carbonyl)-2-methoxybenzonitrile